(2RS)-2-[2-[tert-butyl-(dimethyl)silyl]Oxy-5-fluoro-phenyl]-2-[6-[2-(2-Chloro-4-pyridinyl)ethynyl]-1-oxo-isoindolin-2-yl]-N-thiazol-2-yl-acetamide C(C)(C)(C)[Si](OC1=C(C=C(C=C1)F)[C@H](C(=O)NC=1SC=CN1)N1C(C2=CC(=CC=C2C1)C#CC1=CC(=NC=C1)Cl)=O)(C)C |r|